CC1(CC2(C3=CC=CC=C13)CC(C1=CC=CC=C12)(C)C)C (R)-3,3,3',3'-tetramethyl-1,1'-spirobiindane